COC1=CC=C(C=C1)C(CCCCCCCCS(=O)(=O)[O-])=O.[Na+] sodium 9-(4-methoxyphenyl)-9-oxononane-1-sulfonate